FC1=C(C(=C(C(=C1F)F)F)F)[B-](C1=C(C(=C(C(=C1F)F)F)F)F)(C1=C(C(=C(C(=C1F)F)F)F)F)C1=C(C(=C(C(=C1F)F)F)F)F.C(CCCCCCCCCCCCC)[NH+](CCCCCCCCCCCCCC)C1=C(C=CC=C1)C N,N-ditetradecyl-tolylammonium tetrakis(perfluorophenyl)borate